aminodecylamine NCCCCCCCCCCN